ClC1=CC2=C(C(N(C=C2C2=CC(N(C=C2C2=CC(=CC=C2)OCCOC)C)=O)C)=O)N1S(=O)(=O)C1=CC=C(C)C=C1 2-chloro-4-(5-(3-(2-methoxyethoxy)phenyl)-1-methyl-2-oxo-1,2-dihydropyridin-4-yl)-6-methyl-1-tosyl-1,6-dihydro-7H-pyrrolo[2,3-c]pyridin-7-one